ClC=1C(=CC(=C(C1)C1=NNC=C1C=1N=C2C=C(C=NC2=CC1)C1=NN(C=C1)CCNC)F)F 2-[3-[6-[3-(5-chloro-2,4-difluoro-phenyl)-1H-pyrazol-4-yl]-1,5-naphthyridin-3-yl]pyrazol-1-yl]-N-methyl-ethanamine